C(C)(C)(C)OC(=O)NCCOC=1C=CC2=C(SC(=C2)C(=O)OC)C1 methyl 6-(2-((tert-butoxycarbonyl)amino)ethoxy)benzo[b]thiophene-2-carboxylate